IC1=CC=C2C=NN(C2=C1)C1=C2C(=NC=C1)N(C=C2)COCC[Si](C)(C)C 6-iodo-1-(1-((2-(trimethylsilyl)ethoxy)methyl)-1H-pyrrolo[2,3-b]pyridin-4-yl)-1H-indazole